COCN1CN(C=C1)COC 1,3-dimethoxymethylimidazole